2-(4,7-dichloro-6-(4-(2-(pyrrolidin-1-yl)ethoxy)phenyl)-2H-indazol-2-yl)-2-((R)-6-fluoro-6,7-dihydro-5H-pyrrolo[1,2-c]imidazol-1-yl)acetic acid ethyl ester C(C)OC(C(C1=C2N(C=N1)C[C@@H](C2)F)N2N=C1C(=C(C=C(C1=C2)Cl)C2=CC=C(C=C2)OCCN2CCCC2)Cl)=O